C(C=C)(=O)OCCCCCCCCCCCCCC[Si](OC)(OC)C acryloyloxytetradecylmethyldimethoxysilane